2-amino-2-(3-(trifluoromethyl)phenyl)propionic acid NC(C(=O)O)(C)C1=CC(=CC=C1)C(F)(F)F